tert-butyl 3-{[2-(3-{3-[(4-methyl-4H-1,2,4-triazol-3-yl)methyl]oxetan-3-yl}phenyl)-3-oxo-7-(trifluoromethyl)-2,3-dihydro-1H-isoindol-5-yl]oxy}azetidine-1-carboxylate CN1C(=NN=C1)CC1(COC1)C=1C=C(C=CC1)N1CC2=C(C=C(C=C2C1=O)OC1CN(C1)C(=O)OC(C)(C)C)C(F)(F)F